1-((ethoxycarbonyl)methyl)-3-methylimidazolium chloride [Cl-].C(C)OC(=O)CN1C=[N+](C=C1)C